C[C@@]1(OC2=C(C(=C(C(=C2CC1)C)OCCCC(=O)O)C)C)CCC[C@@H](CCC[C@@H](CCCC(C)C)C)C 4-({(2R)-2,5,7,8-tetramethyl-2-[(4R,8R)-4,8,12-trimethyltridecyl]-3,4-dihydro-2H-chromen-6-yl}oxy)butanoic acid